tert-butyl 2-(2-(2-(2-(4-(((5r,8r)-4-(benzyloxy)-3-mesityl-2-oxo-1-oxaspiro[4.5]dec-3-en-8-yl)oxy)piperidin-1-yl)ethoxy)ethoxy)ethoxy)acetate C(C1=CC=CC=C1)OC1=C(C(OC12CCC(CC2)OC2CCN(CC2)CCOCCOCCOCC(=O)OC(C)(C)C)=O)C2=C(C=C(C=C2C)C)C